(1S)-2-[4,6-bis(trifluoromethyl)-1,3,5-triazin-2-yl]-6-chloro-1-{[(4R)-1,3-dioxolan-4-yl]methyl}-2,3,4,9-tetrahydro-1H-pyrido[3,4-b]indole FC(C1=NC(=NC(=N1)C(F)(F)F)N1[C@H](C=2NC3=CC=C(C=C3C2CC1)Cl)C[C@H]1OCOC1)(F)F